FC(CN1N=C(C=C1)C(F)(F)F)F 1-(2,2-difluoroethyl)-3-(trifluoromethyl)-1H-pyrazole